FC1(CN(CCC1)C(C[C@@H](CS(N)(=O)=O)NC(OCC1C2=CC=CC=C2C=2C=CC=CC12)=O)=O)F (S)-(9H-fluoren-9-yl)methyl (4-(3,3-difluoropiperidin-1-yl)-4-oxo-1-sulfamoylbutan-2-yl)carbamate